(1-(((7-chloro-4-((1R,5S)-8,8-difluoro-3-azabicyclo[3.2.1]octane-3-yl)-8-fluoropyrido[4,3-d]pyrimidin-2-yl)oxy)methyl)cyclopropyl)methanol ClC1=C(C=2N=C(N=C(C2C=N1)N1C[C@H]2CC[C@@H](C1)C2(F)F)OCC2(CC2)CO)F